C(C1=CC=CC=C1)C=1C=NC(=NC1)C=1CCN(CCC1)C=1C=NN2C1C=CC(=C2)C=2C=NN(C2)C 3-(4-(5-benzylpyrimidin-2-yl)-2,3,6,7-tetrahydro-1H-azepin-1-yl)-6-(1-methyl-1H-pyrazol-4-yl)pyrazolo[1,5-a]pyridine